ClC=1C(N(CCC1)C(\C=C\C1=CC(=C(C(=C1)OC)OCC=1OC(=NN1)C1=CC(=CC(=C1)Cl)Cl)OC)=O)=O (E)-3-chloro-1-(3-(4-((5-(3,5-dichlorophenyl)-1,3,4-oxadiazol-2-yl)methoxy)-3,5-dimethoxyphenyl)acryloyl)-5,6-dihydropyridin-2(1H)-one